1-(6-(N-(6-(5-fluoro-2-methylphenyl)-5-(trifluoromethyl)pyridin-2-yl)sulfamoyl)pyridin-2-yl)pyrrolidine-3-carboxylic acid FC=1C=CC(=C(C1)C1=C(C=CC(=N1)NS(=O)(=O)C1=CC=CC(=N1)N1CC(CC1)C(=O)O)C(F)(F)F)C